2-(4-(3-(1-(5-chloropyrimidin-2-yl)piperidin-4-yl)propoxy)-2-fluorophenyl)-1-(3-((2S,3R,4R,5R)-2,3,4,5,6-pentahydroxyhexyl)-3,6-diazabicyclo[3.1.1]heptan-6-yl)ethan-1-one ClC=1C=NC(=NC1)N1CCC(CC1)CCCOC1=CC(=C(C=C1)CC(=O)N1C2CN(CC1C2)C[C@@H]([C@H]([C@@H]([C@@H](CO)O)O)O)O)F